N1C=NC2=C1C=CC(=C2)CCNC=2C1=C(N=CN2)C2=C(S1)N=C1C(=C2C(=O)OCC)COC(C1)(C)C ethyl 4-((2-(1H-benzo[d]imidazol-5-yl)ethyl)amino)-8,8-dimethyl-8,10-dihydro-7H-pyrano-[3'',4'':5',6']pyrido[3',2':4,5]thieno[3,2-d]pyrimidine-11-carboxylate